3-[4-(4-hydroxybutyl)-3-methyl-2-oxo-1,3-benzodiazol-1-yl]piperidine-2,6-dione OCCCCC1=CC=CC=2N(C(N(C21)C)=O)C2C(NC(CC2)=O)=O